3,5-dibromo-4-hydroxy-1-cyanobenzene BrC=1C=C(C=C(C1O)Br)C#N